Propan-2-yl 4-{2-[(4-{[6-(5-Chloro-2-Fluorophenyl)-3-Methylpyridazin-4-yl]Amino}Pyridin-2-yl)Carbamoyl]Ethyl}-1-Methylpiperazin-2-Carboxylat ClC=1C=CC(=C(C1)C1=CC(=C(N=N1)C)NC1=CC(=NC=C1)NC(=O)CCN1CC(N(CC1)C)C(=O)OC(C)C)F